4-[3-[(3R)-3-aminopiperidine-1-carbonyl]-5-(4-methylphenyl)pyrazol-1-yl]benzonitrile N[C@H]1CN(CCC1)C(=O)C1=NN(C(=C1)C1=CC=C(C=C1)C)C1=CC=C(C#N)C=C1